(R)-N-(2-(4-(4-cyclopropylpiperazin-1-yl)-[1,4'-bipiperidin]-1'-yl)-4-methoxy-5-((6-(3-(3-phenoxyphenyl)isoxazolidin-2-yl)pyrimidin-4-yl)amino)phenyl)acrylamide C1(CC1)N1CCN(CC1)C1CCN(CC1)C1CCN(CC1)C1=C(C=C(C(=C1)OC)NC1=NC=NC(=C1)N1OCC[C@@H]1C1=CC(=CC=C1)OC1=CC=CC=C1)NC(C=C)=O